ClC=1C(=CC=C2C[C@@H]3[C@]4([C@](CCN(CC4)C(CC4=NC=CC=C4)=O)(C12)CCN3CC3CC3)O)O 1-((5aS,6R,11bR)-11-chloro-14-(cyclopropylmethyl)-5a,10-dihydroxy-1,2,5,5a,6,7-hexahydro-6,11b-(epiminoethano)Naphtho[1,2-d]azepin-3(4H)-yl)-2-(pyridin-2-yl)ethan-1-one